ClC1=C(C=CC(=C1)B1OC(C(O1)(C)C)(C)C)NC(C(=C)C1CC1)=O N-(2-chloro-4-(4,4,5,5-tetramethyl-1,3,2-dioxaborolan-2-yl)phenyl)-2-cyclopropylacrylamide